tert-butyl (5-chloro-2,3-dihydro-1H-inden-2-yl)carbamate ClC=1C=C2CC(CC2=CC1)NC(OC(C)(C)C)=O